C(C1=CC=CC=C1)N1N=CC(=C1C)C(CN1C(C=C(C(=C1)C=C)F)=O)=O 1-(2-(1-benzyl-5-methyl-1H-pyrazol-4-yl)-2-oxoethyl)-4-fluoro-5-vinylpyridin-2(1H)-one